C(C)(C)(C)N1N=NC(=C1)C(=O)NCC1=C(C=C(C=C1)C1=C(C=NC=C1)N1CCOCC(C1)N(C(C=C)=O)C)C 1-(tert-butyl)-N-(2-methyl-4-(3-(6-(N-methylacrylamido)-1,4-oxazepan-4-yl)pyridin-4-yl)benzyl)-1H-1,2,3-triazole-4-carboxamide